C[Sn](C=1C=C(C=CC1)CC(=O)O)(C)C 2-(3-(trimethylstannyl)phenyl)acetic acid